4'-(((2,2'-dichloro-[1,1'-biphenyl]-3,3'-diyl)bis(6-methyl-4-oxopyrazolo[1,5-a]pyrazine-2,5(4H)-diyl))bis(ethane-2,1-diyl))bis(morpholine-3-carboxylic acid) ClC1=C(C=CC=C1C1=NN2C(C(N(C(=C2)C)CCN2C(COCC2)C(=O)O)=O)=C1)C1=C(C(=CC=C1)C1=NN2C(C(N(C(=C2)C)CCN2C(COCC2)C(=O)O)=O)=C1)Cl